racemic-2-butyl-2-ethyl-oxirane C(CCC)[C@]1(OC1)CC |r|